COC1=C(C=CC=C1)C=1C=C2C=NN(C(C2=CC1)=O)C1=NC=CC=C1 6-(2-Methoxyphenyl)-2-(pyridin-2-yl)phthalazin-1(2H)-one